2,2-bis((S)-4-(tert-butyl)-4,5-dihydrooxazol-2-yl)acetonitrile C(C)(C)(C)[C@@H]1N=C(OC1)C(C#N)C=1OC[C@@H](N1)C(C)(C)C